C(C1=CC=CC=C1)OC[C@@H](CF)O (2S)-1-(benzyloxy)-3-fluoropropan-2-ol